6-(4-chlorophenyl)-N-[(2RS)-2-cyclopropyl-2-hydroxyethyl]-2-(3-fluorophenyl)-3-oxo-2,3-dihydropyridazine-4-carboxamide ClC1=CC=C(C=C1)C=1C=C(C(N(N1)C1=CC(=CC=C1)F)=O)C(=O)NC[C@H](O)C1CC1 |r|